1-(2-fluoro-6-(trifluoromethyl)benzyl)-3-methyl-2-oxo-N-(2,4,6-trifluorobenzyl)-1,2,3,4-tetrahydroquinazoline-7-carboxamide FC1=C(CN2C(N(CC3=CC=C(C=C23)C(=O)NCC2=C(C=C(C=C2F)F)F)C)=O)C(=CC=C1)C(F)(F)F